[6-[5-(1-hydroxycyclopropyl)-4H-1,2,4-triazol-3-yl]-2-azaspiro[3.3]heptan-2-yl]-[3-[6-[1-(trifluoromethyl)cyclopropyl]-3-pyridyl]azetidin-1-yl]methanone OC1(CC1)C=1NC(=NN1)C1CC2(CN(C2)C(=O)N2CC(C2)C=2C=NC(=CC2)C2(CC2)C(F)(F)F)C1